4,4,5,5,5-pentafluoropentyl (E)-3-(4-hydroxyphenyl)prop-2-enoate OC1=CC=C(C=C1)/C=C/C(=O)OCCCC(C(F)(F)F)(F)F